C1(CCCCC1)N1CCN(CC1)C(=O)NC1=C(C(=O)OC)C=CC=C1 methyl 2-{[(4-cyclohexyl-1-piperazinyl) carbonyl] amino}benzoate